rac-(1r,3r)-1-(4-bromophenyl)-3-phenyl-4,5-dihydro-3H-isothiazole 1-oxide BrC1=CC=C(C=C1)S1(N[C@H](CC1)C1=CC=CC=C1)=O |r|